3,4-dihydroxy-hex-1,5-diene OC(C=C)C(C=C)O